ClC=1C(=NC(=NC1)N1CCN(CC1)C(=O)C1(CNC1)C)N[C@H](C)C1=C(C=C(C=C1)Cl)Cl (R)-(4-(5-chloro-4-((1-(2,4-dichlorophenyl)ethyl)amino)pyrimidin-2-yl)piperazin-1-yl)(3-methylazetidin-3-yl)methanone